((2R,3S,4R,5R)-5-(4-Aminopyrrolo[2,1-f][1,2,4]triazin-7-yl)-5-cyano-3,4-dihydroxytetrahydrofuran-2-yl) methylcyclohexyl carbonate C(O[C@H]1O[C@@]([C@@H]([C@@H]1O)O)(C#N)C1=CC=C2C(=NC=NN21)N)(OC2(CCCCC2)C)=O